methyl 2-(8-chloronaphthalen-1-yl)-4-oxo-3,4-dihydro-2H-pyran-5-carboxylate ClC=1C=CC=C2C=CC=C(C12)C1OC=C(C(C1)=O)C(=O)OC